2-[[5-[2-fluoro-4-(trifluoromethyl)phenyl]-3-methyl-triazol-4-yl]methyl]-5-[3-(2-pyridyloxy)azetidin-1-yl]pyridazin-3-one FC1=C(C=CC(=C1)C(F)(F)F)C1=C(N(N=N1)C)CN1N=CC(=CC1=O)N1CC(C1)OC1=NC=CC=C1